2-benzyl-3-(2,2-difluorocyclopropyl)-N-(8-fluoro-3-quinolyl)-2-methyl-propan-amide C(C1=CC=CC=C1)C(C(=O)NC=1C=NC2=C(C=CC=C2C1)F)(CC1C(C1)(F)F)C